ClCCCCCCCCCCCCCCl 1,13-dichlorotridecane